rac-5-[7-[[(3-endo)-8-methyl-8-azabicyclo[3.2.1]octan-3-yl]amino]-5-oxa-2-azaspiro[3.4]octan-2-yl]-5-[4-[4-(trifluoromethoxy)phenoxy]phenyl]hexahydropyrimidine-2,4,6-trione CN1C2CC(CC1CC2)NC2COC1(CN(C1)C1(C(NC(NC1=O)=O)=O)C1=CC=C(C=C1)OC1=CC=C(C=C1)OC(F)(F)F)C2